FC1(CCC(CC1)NC(C(C=1C=NC(=CC1)F)N(C(=O)[C@@H]1N(C[C@](C1)(C)O)C(=O)OC(C)(C)C)C1=CC=C(C=C1)S(F)(F)(F)(F)F)=O)F tert-butyl (2R,4R)-2-[[2-[(4,4-difluorocyclohexyl)amino]-1-(6-fluoro-3-pyridyl)-2-oxo-ethyl]-[4-(pentafluoro-λ6-sulfanyl)phenyl]carbamoyl]-4-hydroxy-4-methyl-pyrrolidine-1-carboxylate